8-(9H-purin-6-yl)-2-oxo-8-azabicyclo[3.3.1]-nonane-3,6-diene-4,6-dicarboxaldehyde N1=CN=C2NC=NC2=C1N1C=C(C2C(=CC(C1C2)=O)C=O)C=O